(2S,4S)-4-[3-[2-[2-[4-[2-(tert-butoxycarbonylamino)ethyl]piperazin-1-yl]ethyl]indazol-4-yl]phenoxy]-1-[1-(2-chloro-4-fluoro-phenyl)pyrazole-4-carbonyl]pyrrolidine-2-carboxylic acid C(C)(C)(C)OC(=O)NCCN1CCN(CC1)CCN1N=C2C=CC=C(C2=C1)C=1C=C(O[C@H]2C[C@H](N(C2)C(=O)C=2C=NN(C2)C2=C(C=C(C=C2)F)Cl)C(=O)O)C=CC1